N-(6-((7-nitrobenzo[c][1,2,5]oxadiazol-4-yl)amino)hexanoyl)-N-(pyridin-2-ylmethylsulfamoyl)benzamide [N+](=O)([O-])C1=CC=C(C=2C1=NON2)NCCCCCC(=O)N(C(C2=CC=CC=C2)=O)S(NCC2=NC=CC=C2)(=O)=O